FC=1C=C(C=CC1)N1N=NC(=C1)CO[C@@H]([C@@](CN1N=CN=C1)(O)C1=C(C=C(C=C1)F)F)C (2R,3R)-3-((1-(3-fluorophenyl)-1H-1,2,3-triazol-4-yl)-methoxy)-2-(2,4-difluorophenyl)-1-(1H-1,2,4-triazol-1-yl)butan-2-ol